3-(cyclopropylmethyl)-7-[(1S)-1-(3,5-difluorophenoxy)ethyl]-8-(trifluoromethyl)[1,2,4]triazolo[4,3-a]pyridine C1(CC1)CC1=NN=C2N1C=CC(=C2C(F)(F)F)[C@H](C)OC2=CC(=CC(=C2)F)F